8-chloro-3-(5-(difluoromethyl)-1,3,4-thiadiazol-2-yl)-1-iodoindolizine-6-sulfonyl chloride ClC1=CC(=CN2C(=CC(=C12)I)C=1SC(=NN1)C(F)F)S(=O)(=O)Cl